4-(2-amino-1H-benzo[d]imidazol-4-yl)-2-(N,N-bis(4-methoxybenzyl)sulfamoyl)-3-(2-(4-methoxybenzyl)-2H-tetrazol-5-yl(phenyl)sulfonyl)-2-(hydroxymethyl)pyrrolidine-1-carboxylate NC1=NC2=C(N1)C=CC=C2C2C(C(N(C2)C(=O)[O-])(CO)S(N(CC2=CC=C(C=C2)OC)CC2=CC=C(C=C2)OC)(=O)=O)S(=O)(=O)C2=C(C=CC=C2)C=2N=NN(N2)CC2=CC=C(C=C2)OC